CC=1SC=2N3C(=NN=C3[C@@H](N=C(C2C1C)C1=CC=C(OC2CC3(C2)CCN(CC3)C(=O)OC(C)(C)C)C=C1)C)C tert-butyl 2-[4-[(9S)-4,5,9,13-tetramethyl-3-thia-1,8,11,12-tetrazatricyclo[8.3.0.02,6]trideca-2(6),4,7,10,12-pentaen-7-yl]phenoxy]-7-azaspiro[3.5]nonane-7-carboxylate